CC1=C(C(=CC(=C1)C)C)S(=O)[O-].[Li+] lithium 2,4,6-trimethylbenzenesulfinate